[Br-].[Br-].C1(=CC=C(C=C1)C[N+]1=CC(=C(C=C1)\C=C\C1=CC=C(C=C1)N(CC)CC)C)C[N+]1=CC(=C(C=C1)\C=C\C1=CC=C(C=C1)N(CC)CC)C 1,1'-[1,4-phenylenebis(methylene)]bis{4-[(E)-4-(diethylamino)styryl]-3-methylpyridin-1-ium} dibromide